N,N-diethylpiperidinium tetrafluoroborate F[B-](F)(F)F.C(C)[N+]1(CCCCC1)CC